NC1=NC=2C=CC(=CC2C2=C1C(OC2)C)C(=O)N2CC1=CC=CC=C1CC2C2=CC=C(C=C2)NC (4-amino-3-methyl-1,3-dihydrofuro[3,4-c]quinolin-8-yl)(3-(4-(methylamino)phenyl)-3,4-dihydroisoquinolin-2(1H)-yl)methanone